(1r,4r)-4-(3-chloro-4-cyanophenoxy)-N-(6-(4-(2-hydroxyethoxy)cyclohexyl)pyridazin-3-yl)cyclohexane-1-carboxamide ClC=1C=C(OC2CCC(CC2)C(=O)NC=2N=NC(=CC2)C2CCC(CC2)OCCO)C=CC1C#N